2-[4-(bromomethyl)phenyl]-1-methyl-4-(trifluoromethyl)imidazole BrCC1=CC=C(C=C1)C=1N(C=C(N1)C(F)(F)F)C